C1(=CC=CC=C1)C=1C2=CC=C(N2)C=C2C=CC(C(=C3C=CC(=CC=4C=CC1N4)N3)C3=CC=CC=C3)=N2 5,15-diphenyl-21H,23H-porphine